ClC=1C(=CC=C2C=NN(C12)C1OCCCC1)\C=C(\C(=O)O)/F (Z)-3-(7-chloro-1-(tetrahydro-2H-pyran-2-yl)-1H-indazol-6-yl)-2-fluoroacrylic acid